4-(6-(3-((tert-butyldimethylsilyl)oxy)propoxy)pyrazolo[1,5-a]pyridin-3-yl)piperazine-1-carboxylate [Si](C)(C)(C(C)(C)C)OCCCOC=1C=CC=2N(C1)N=CC2N2CCN(CC2)C(=O)[O-]